2-((2-(Didodecylamino)ethyl)((9Z,12Z)-octadeca-9,12-dien-1-yl)amino)ethan-1-ol C(CCCCCCCCCCC)N(CCN(CCO)CCCCCCCC\C=C/C\C=C/CCCCC)CCCCCCCCCCCC